1-ethyl-8-methyl-10H-benzo[b]indeno[2,1-d]thiophen-10-one C(C)C1=C2C(C=3C4=C(SC3C2=CC=C1)C=CC(=C4)C)=O